NC=1C(C=C(C(C1)=O)NC1=CC=C(C=C1)N1CC(CC1)N1CN(C=C1)C)=NC1=CC=C(C=C1)N(CCO)CCO 3-{1-[4-(4-Amino-3-{4-[bis(2-hydroxyethyl)amino]phenyl-imino}-6-oxocyclohexa-1,4-dienylamino)phenyl]-pyrrolidin-3-yl}-1-methyl-3H-imidazol